methoxy-6-methyl-pyrimidine-4-carboxylic acid COC1=NC(=CC(=N1)C(=O)O)C